ClC=1N=CC2=C(N1)C(OC2)(CCC)C 2-chloro-7-methyl-7-propyl-5,7-dihydrofuro[3,4-d]pyrimidine